NCCCC=1NC=CN1 AminoPropyl-Imidazole